di(tert-butyl)(3-fluorophenyl)phosphine tert-Butyl-4-[3-[[4-[7-amino-2-(2-hydroxyphenyl)imidazo[1,2-a]pyrimidin-6-yl]imidazol-1-yl]methyl]cyclobutoxy]piperidine-1-carboxylate C(C)(C)(C)OC(=O)N1CCC(CC1)OC1CC(C1)CN1C=NC(=C1)C=1C(=NC=2N(C1)C=C(N2)C2=C(C=CC=C2)O)N.C(C)(C)(C)P(C2=CC(=CC=C2)F)C(C)(C)C